tert-butyl 3-[7-bromo-8-fluoro-2-(tetrahydropyran-4-ylmethoxy)-6-(trifluoromethyl)quinazolin-4-yl]-3,8-diazabicyclo[3.2.1]octane-8-carboxylate BrC1=C(C=C2C(=NC(=NC2=C1F)OCC1CCOCC1)N1CC2CCC(C1)N2C(=O)OC(C)(C)C)C(F)(F)F